(R)-N-(3-(piperidin-1-yl)propyl)-2-(4-(pyrrolidin-2-yl)phenyl)benzo[d]imidazo[2,1-b]thiazole-7-carboxamide hemi-formate C(=O)O.N1(CCCCC1)CCCNC(=O)C1=CC2=C(N3C(S2)=NC(=C3)C3=CC=C(C=C3)[C@@H]3NCCC3)C=C1.N1(CCCCC1)CCCNC(=O)C1=CC3=C(N2C(S3)=NC(=C2)C2=CC=C(C=C2)[C@@H]2NCCC2)C=C1